ClC1=C(CNC(=O)[C@]2(C=3C=CC=NC3[C@@H](CC2)O)F)C=CC=C1Cl (5s,8r)-N-(2,3-dichlorobenzyl)-5-fluoro-8-hydroxy-5,6,7,8-tetrahydroquinoline-5-carboxamide